t-butoxycarbonyl-L-ornithine C(C)(C)(C)OC(=O)N[C@@H](CCCN)C(=O)O